(S)-1-amino-4-(benzyl-(methyl)amino)bicyclo[2.2.2]octane-2-ol NC12[C@H](CC(CC1)(CC2)N(C)CC2=CC=CC=C2)O